α-methylhydroxystyrene CC(=CO)C1=CC=CC=C1